C(C)(C)(C)OC(=O)N1C[C@H](CC1)CN1C(=NC2=C1C(=CC(=C2)C(=O)OC)OC)C2=CC=1C(=NC=CC1)N2CC2CC2 Methyl (R)-1-((1-(tert-butoxycarbonyl)pyrrolidin-3-yl)methyl)-2-(1-(cyclopropylmethyl)-1H-pyrrolo[2,3-b]pyridin-2-yl)-7-methoxy-1H-benzo[d]imidazole-5-carboxylate